C[C@]1(COCC1)CO |r| racemic-(3-methyltetrahydrofuran-3-yl)methanol